N(=[N+]=[N-])CCOCCN1C[C@H](CC1)NS(=O)(=O)C1=CC(=C(C=C1)OCC1=CC=CC=C1)C N-[(3S)-1-[2-(2-azidoethoxy)ethyl]Pyrrolidin-3-yl]-4-(benzyloxy)-3-methylbenzene-1-sulfonamide